C(C=C)(=O)OCCCCCCCC[Si](OCC)(OCC)C acryloxyoctylmethyldiethoxysilane